ClC=1C=C(C=C(C1F)Cl)C1(CC(=NO1)N1CC=2N=C(N=CC2C1)C#N)C(F)(F)F 6-(5-(3,5-dichloro-4-fluorophenyl)-5-(trifluoromethyl)-4,5-dihydroisoxazol-3-yl)-6,7-dihydro-5H-pyrrolo[3,4-d]pyrimidine-2-carbonitrile